diethyl phosphate sodium salt [Na+].P(=O)(OCC)(OCC)[O-]